((4-(cyclohexylamino)-1H-pyrrolo[2,3-b]Pyridin-5-yl)ethynyl)phenol C1(CCCCC1)NC1=C2C(=NC=C1C#CC1=C(C=CC=C1)O)NC=C2